2-(4-Chlorobenzoyl)-3-fluoro-5-(1-methyl-1H-Imidazole-4-carbonyl)benzoic acid ClC1=CC=C(C(=O)C2=C(C(=O)O)C=C(C=C2F)C(=O)C=2N=CN(C2)C)C=C1